C(#N)C=1C(=CC(=NC1N1[C@H](CC1)C)N1C[C@H](CC1)CCC(=O)[O-])C(F)(F)F 3-((S)-1-(5-cyano-6-((S)-2-methylazetidine-1-yl)-4-(trifluoromethyl)pyridin-2-yl)pyrrolidin-3-yl)propionate